COC(COC1=C(C=C(C=C1)OC\C=C(\C1=CC=C(C=C1)C#CCN1CCOCC1)/C1=CC=C(C=C1)C)C)=O.FC(C1=CC=C(C=C1)C=1SC2=C(N1)C=CC=C2)(F)F 2-(4-trifluoromethylphenyl)benzothiazole methyl-(E)-[2-methyl-4-[3-(4-methylphenyl)-3-[4-[3-(morpholin-4-yl)propynyl]phenyl]allyloxy]phenoxy]acetate